BrC=1C=2C(N=CC1)=C(N(N2)C2=CC=C(C=C2)OC2=CC=CC=C2)C(=O)N 7-bromo-2-(4-phenoxyphenyl)-2H-pyrazolo[4,3-b]pyridine-3-carboxamide